C(CCCCCCC)C1C(C1)CCCCCCCC(CCCCCCCCC)N 1-(2-octylcyclopropyl)heptadecan-8-amine